6,13-dihexylpentacene C(CCCCC)C1=C2C=C3C=CC=CC3=CC2=C(C2=CC3=CC=CC=C3C=C12)CCCCCC